[C@@H]1([C@H](O)[C@H](O)[C@H](O1)CO)N1C=NC=2C1=NC=CC2N 3-(β-D-ribofuranosyl)-3H-imidazo[4,5-b]pyridin-7-amine